3-(2,6-Dimethylpyridin-4-yl)-4-(3-(imidazol-1-yl)phenylethynyl)-5-methyl-1H-pyrazole CC1=NC(=CC(=C1)C1=NNC(=C1C#CC1=CC(=CC=C1)N1C=NC=C1)C)C